The molecule is a polyunsaturated fatty acid anion that is the conjugate base of (5Z,8Z,11Z)-14,15-dihydroxyicosatrienoic acid, obtained by deprotonation of the carboxy group; major species at pH 7.3. It is a long-chain fatty acid anion, an icosanoid anion and a hydroxy polyunsaturated fatty acid anion. It is a conjugate base of a (5Z,8Z,11Z)-14,15-dihydroxyicosatrienoic acid. CCCCCC(C(C/C=C\\C/C=C\\C/C=C\\CCCC(=O)[O-])O)O